C(=O)(OC(C)(C)C)N[C@@H](CCCCN)C(=O)O Boc-Lysin